Pent-1-yne-1-ol C(#CCCC)O